CC1=NC(=CC(=C1)C1=C(C2=NC=3CC(CCC3C=C2N1)NC([O-])=O)C(=C)C)C (2-(2,6-dimethylpyridin-4-yl)-3-(prop-1-en-2-yl)-5,6,7,8-tetrahydro-1H-pyrrolo[3,2-b]quinolin-6-yl)carbamate